CC1=NC(=CC(=C1)C=1NC2=CC=C(C=C2C1C(C)C)OC1CCN(CC1)C(C)C)C 2-(2,6-dimethylpyridin-4-yl)-3-isopropyl-5-((1-isopropylpiperidin-4-yl)oxy)-1H-indole